NCCC1=CC=C(C=C1)C1=C(C=C(C#N)C=C1)OC1=CN=NC(=C1)OCCC(C)(C)C 4-[4-(2-aminoethyl)phenyl]-3-[6-(3,3-dimethylbutoxy)pyridazin-4-yl]oxybenzonitrile